3-fluoro-4-(2-(2-(2-nitro-1H-imidazol-1-yl)ethoxy)phenyl)-4-(1-methyl-1H-indol-3-yl)pyrimidin-2-amine FN1C(=NC=CC1(C1=CN(C2=CC=CC=C12)C)C1=C(C=CC=C1)OCCN1C(=NC=C1)[N+](=O)[O-])N